ClC1=CC=C(C=C1)C=1C=C(C(N(N1)C1=CC(=CC=C1)F)=O)C(=O)N[C@@H](CO)[C@H](C)O 6-(4-chlorophenyl)-N-[(2S,3S)-1,3-dihydroxybutan-2-yl]-2-(3-fluorophenyl)-3-oxo-2,3-dihydropyridazine-4-carboxamide